1-(1-cyclohexenylmethyl)-3-methylbenzene C1(=CCCCC1)CC1=CC(=CC=C1)C